dodec-2-enal C(C=CCCCCCCCCC)=O